tetrakis(p-bromophenyl)methane BrC1=CC=C(C=C1)C(C1=CC=C(C=C1)Br)(C1=CC=C(C=C1)Br)C1=CC=C(C=C1)Br